methyl-(3-(2-(prop-2-yn-1-yloxy)ethoxy)propyl)carbamic acid tert-butyl ester C(C)(C)(C)OC(N(CCCOCCOCC#C)C)=O